1-Pyrimidin-2-ylethanamine N1=C(N=CC=C1)C(C)N